11-hydroperoxy-docosapentaenoic acid O(O)C(=CC=CC=CC=CC=CC(=O)O)CCCCCCCCCCC